C(CC(=O)O)C(/C=C(/C(=O)O)\\O)O The molecule is a heptenedioic acid having the C=C double bond at the 2,3-position and two hydroxy substituents at the 2- and 4-positions. It is a conjugate acid of a 2,4-dihydroxyhept-2-enedioate. It is a tautomer of a 4-hydroxy-2-oxoheptanedioic acid.